C(#N)C1(CC12CC2)N2C(=CC1=CC(=CC=C21)[C@@H]2CC(OCC2)(C)C)C(=O)N(C2=CC=CC=C2)C 1-(1-cyanospiro[2.2]pentan-1-yl)-5-((S)-2,2-dimethyltetrahydro-2H-pyran-4-yl)-N-methyl-N-phenyl-1H-indole-2-carboxamide